N1(CCNCC1)C1=CC=C(C=C1)C1=NC2=CC=CC=C2C(=C1)NC1CCC(CC1)N N1-(2-(4-(piperazin-1-yl)phenyl)quinolin-4-yl)cyclohexane-1,4-diamine